chloro-6-cyclopropoxypyrazine ClC1=NC(=CN=C1)OC1CC1